2-(3-bromoanilino)-6-hydroxypurine BrC=1C=C(NC2=NC(=C3NC=NC3=N2)O)C=CC1